(3R,4S)-1-[6-[1-(3-cyano-3-fluorocyclobutyl)pyrazol-4-yl]pyrrolo[1,2-b]pyridazin-4-yl]-3-cyclopropyl-4-methyl-2-oxopyrrolidine-3-carbonitrile C(#N)C1(CC(C1)N1N=CC(=C1)C=1C=C2N(N=CC=C2N2C([C@]([C@@H](C2)C)(C#N)C2CC2)=O)C1)F